NC1=C(C(N(C(N1CCCCP(OCC)(OCC)=O)=O)CC#C)=O)NC(CCC1=C(C=CC=C1Cl)Cl)=O Diethyl (4-(6-amino-5-(3-(2,6-dichlorophenyl)propanamido)-2,4-dioxo-3-(prop-2-yn-1-yl)-3,4-dihydropyrimidin-1(2H)-yl)butyl)phosphonate